3-((2R,3S)-1-(3-((2-(3-Chloro-1-methyl-1H-pyrazol-4-yl)pyrimidin-4-yl)amino)-5-isopropylisoquinolin-8-yl)-2-methylazetidin-3-yl)oxazolidin-2-one ClC1=NN(C=C1C1=NC=CC(=N1)NC=1N=CC2=C(C=CC(=C2C1)C(C)C)N1[C@@H]([C@H](C1)N1C(OCC1)=O)C)C